CN1CCC(CC1)NC1=C(SC2=CN=CC=C21)C(=O)N [(1-Methyl-4-piperidyl)amino]thieno[2,3-c]pyridine-2-carboxamide